C(C)(C)C1=CC=CC=2SC3=CC=CC(=C3NC12)C(C)C 1,9-Diisopropyl-10H-phenothiazine